3-(1-oxo-5-((5-(1-(4-(4-(quinoxalin-2-yl)-1H-pyrazol-1-yl)piperidin-1-yl)cyclopropyl)pentyl)amino)isoindolin-2-yl)piperidine-2,6-dione O=C1N(CC2=CC(=CC=C12)NCCCCCC1(CC1)N1CCC(CC1)N1N=CC(=C1)C1=NC2=CC=CC=C2N=C1)C1C(NC(CC1)=O)=O